tert-butyl (S)-3-(2-(((R)-2-(5-fluoropyridin-3-yl)-2-hydroxyethyl)amino)-2-methylpropyl)pyrrolidine-1-carboxylate FC=1C=C(C=NC1)[C@H](CNC(C[C@H]1CN(CC1)C(=O)OC(C)(C)C)(C)C)O